FC=1C(=CC=2C3=C(NC(C2C1)=O)COCC3N(C(=O)C3=CC=C(C=C3)C3=CC=C(C=C3)F)C)F N-(8,9-difluoro-6-oxo-1,4,5,6-tetrahydro-2H-pyrano[3,4-c]isoquinolin-1-yl)-4'-fluoro-N-methyl-[1,1'-biphenyl]-4-carboxamide